FC1=CC(=C(C=C1)C1=CC=C2CN(C(C2=C1)=O)C1=NC(=CC(=C1)CNCCC(C)C)C)C1=NN=CN1C 6-(4-Fluoro-2-(4-methyl-4H-1,2,4-triazol-3-yl)phenyl)-2-(4-((isopentylamino)-methyl)-6-methylpyridin-2-yl)isoindolin-1-one